COC=1C=C(CCC=2N=C(C3=C(N2)SC2=C3CCCC2)N2CCN(CC2)C(C=C)=O)C=CC1 1-(4-(2-(3-methoxyphenethyl)-5,6,7,8-tetrahydrobenzo[4,5]thieno[2,3-d]pyrimidin-4-yl)piperazin-1-yl)prop-2-en-1-one